NC=1NC(C2=C(N1)NC(=C2C=2C=C1CCNC(C1=CC2)=O)C2=CC=C(C=C2)S(=O)(=O)N(C)C)=O 4-(2-amino-4-oxo-5-(1-oxo-1,2,3,4-tetrahydroisoquinolin-6-yl)-4,7-dihydro-3H-pyrrolo[2,3-d]pyrimidin-6-yl)-N,N-dimethylbenzenesulfonamide